FC1(CC(CCC1)NC1=C(C=C(C=C1)S(=O)(=O)NC)C=1N=NNN1)F 4-((3,3-difluorocyclohexyl)amino)-N-methyl-3-(2H-tetrazol-5-yl)benzenesulfonamide